C(C)(C)(C)OC(=O)N1N=CC2=NC=C(C=C21)OC 6-methoxy-1H-pyrazolo[4,3-b]Pyridine-1-carboxylic acid tert-butyl ester